C(C)(=O)N1CN([C@H]2[C@H](O)[C@H](OP(=O)(O)O)[C@@H](COP(=O)(O)OP(=O)(O)OCC(C)(C)[C@@H](O)C(=O)NCCC(=O)NCCS)O2)C=2N=CN=C(C12)N 7-acetyl-CoA